BrC=1C=C(OCC(=O)O)C=CC1 2-(3-bromophenoxy)acetic acid